5-hydroxy-3-(2-methoxyphenyl)-2-phenylpentanenitrile OCCC(C(C#N)C1=CC=CC=C1)C1=C(C=CC=C1)OC